O[C@@H]1[C@H](CCCC1)NC(C1=NC(=CC(=C1)CC=1C=NC(=CC1)C=1C=NN(C1)C)N1N=CC=C1)=O N-((1S,2S)-2-hydroxycyclohexyl)-4-((6-(1-methyl-1H-pyrazol-4-yl)pyridin-3-yl)methyl)-6-(1H-pyrazol-1-yl)picolinamide